ClC=1C(=CC(=C(C1)S(=O)(=O)N(C1=NC(=CC=C1)F)CC1=C(C=C(C=C1)OC)OC)F)F 5-chloro-N-(2,4-dimethoxybenzyl)-2,4-difluoro-N-(6-fluoropyridin-2-yl)benzenesulfonamide